C[C@@H]1CN=C2N1C1=CC=C(C=C1C(N2CC=2SC(=NN2)C)=O)S(=O)(=O)NC2(CC2)C (R)-1-methyl-4-((5-methyl-1,3,4-thiadiazol-2-yl)methyl)-N-(1-methylcyclopropyl)-5-oxo-1,2,4,5-tetrahydroimidazo[1,2-a]quinazoline-7-sulfonamide